7-azaspiro[3.5]nonane hydrogen chloride Cl.C1CCC12CCNCC2